C[C@@H]1N(C[C@@H](C1)OC1=CC=2N(C=N1)C=C(N2)C)CC2=CN=C(S2)NC(C)=O N-(5-(((2S,4R)-2-methyl-4-((2-methylimidazo[1,2-c]pyrimidin-7-yl)oxy)pyrrolidin-1-yl)methyl)thiazol-2-yl)acetamide